cyanic acid, 2-methylpropyl ester CC(COC#N)C